N-(1-(3-(5-(pyridin-2-ylethynyl)pyridin-2-yl)-1,2,4-oxadiazol-5-yl)propyl)cyclopropanamine N1=C(C=CC=C1)C#CC=1C=CC(=NC1)C1=NOC(=N1)C(CC)NC1CC1